C(C)OC(\C(=C(/C(=O)OC(C)(C)C)\C(C)=O)\N)=O (E)-2-acetyl-3-amino-but-2-enedioic acid O1-tert-butyl ester O4-ethyl ester